1-hydroperoxy-16-oxabicyclo(10.4.0)hexadecane O(O)C12CCCCCCCCCCC2CCCO1